C[C@@]12CCC=3N=C(SC3C2=CC[C@H]2[C@H]3[C@](CC[C@H]12)([C@H](CC3)O)C)NN3CCNCC3 (5aR,5bS,7aS,8S,10aS,10bR)-5a,7a-dimethyl-2-(piperazin-1-ylamino)-5,5a,5b,6,7,7a,8,9,10,10a,10b,11-dodecahydro-4H-cyclopenta[7,8]phenanthro[2,1-d]thiazol-8-ol